CC1=NN(C(=C1)C)C1=CC=C(C=N1)CNC1=C2N=CN(C2=NC(=N1)NCCO)CC 2-((6-(((6-(3,5-dimethyl-1H-pyrazol-1-yl)pyridin-3-yl)methyl)amino)-9-ethyl-9H-purin-2-yl)amino)ethan-1-ol